OCC(C1=CC=CC=C1)NC(=O)C1=CN(C=C1)C1=CC(=NC=C1C)NC1=CC=C(C=C1)N1CCNCC1 N-(2-hydroxy-1-phenylethyl)-1-(5-methyl-2-((4-(piperazin-1-yl)-phenyl)amino)-pyridin-4-yl)-1H-pyrrole-3-carboxamide